2-(6-azaspiro[2.5]oct-6-yl)-N-[2-(4,4-difluoropiperidin-1-yl)-6-methylpyrimidin-4-yl]-4-[(2-hydroxyethanesulfonyl)amino]benzamide C1CC12CCN(CC2)C2=C(C(=O)NC1=NC(=NC(=C1)C)N1CCC(CC1)(F)F)C=CC(=C2)NS(=O)(=O)CCO